N-{[3-(4-{[(3S,4R)-3-fluoro-1-methylpiperidin-4-yl]amino}-1-(2,2,2-trifluoroethyl)-1H-indol-2-yl)-1,2,4-oxadiazol-5-yl]methyl}-2-(propan-2-yl)-1,3-oxazole-4-carboxamide F[C@H]1CN(CC[C@H]1NC1=C2C=C(N(C2=CC=C1)CC(F)(F)F)C1=NOC(=N1)CNC(=O)C=1N=C(OC1)C(C)C)C